1-(4-amino-trans-cyclohexyl)-3-(4-heptyloxy)benzyl-1-methylurea N[C@@H]1CC[C@H](CC1)C1(CN(C(=O)N)C)CC(=CC=C1)OC(CCC)CCC